C(CCCCCCC\C=C/C\C=C/C\C=C/CC)(=O)OC Methyl (9Z,12Z,15Z)-octadeca-9,12,15-trienoate